4-[2-cyclopropyl-6-(6-{[(2-hydroxy-2-methylpropyl)amino]methyl}-1-oxo-3H-isoindol-2-yl)pyridin-4-yl]-3-(4-methyl-1,2,4-triazol-3-yl)benzonitrile C1(CC1)C1=NC(=CC(=C1)C1=C(C=C(C#N)C=C1)C1=NN=CN1C)N1C(C2=CC(=CC=C2C1)CNCC(C)(C)O)=O